C1(=CC=CC2=CC=CC=C12)C(=O)OCCO ethylene glycol e-naphthalate